C(C(=C)C)(=O)OCCCCCCOC(C(=C)C)=O 1,6-hexandiol dimethacrylate